(2S,5R)-4-(1-(4-fluoro-2-(methoxymethyl)phenyl)ethyl)-2,5-dimethylpiperazine FC1=CC(=C(C=C1)C(C)N1C[C@@H](NC[C@H]1C)C)COC